CC1(OCC2=C(O1)C=CC(=C2)[C@@H]2CNCO2)C (5R)-5-(2,2-dimethyl-4H-1,3-benzodioxin-6-yl)-1,3-oxazolidine